(S)-1-[2-(6-Ethynylbenzo[d]isoxazol-3-yl)phenyl]-2-(pyridine-2-yl)ethan-1-amine hydrochloride Cl.C(#C)C1=CC2=C(C(=NO2)C2=C(C=CC=C2)[C@H](CC2=NC=CC=C2)N)C=C1